NCCOCCOCCOCCOCCOCCOCCOCCOCCC(=O)O 27-amino-4,7,10,13,16,19,22,25-octaoxaheptacosanoic acid